C(C)(C)(C)OC(NC1CC(NC2=C(C1)C=C(C=C2)F)=O)=O (7-fluoro-2-oxo-2,3,4,5-tetrahydro-1H-1-benzazepin-4-yl)carbamic acid tert-butyl ester